ClC1=CC=C(S1)C(C(C)OC([C@H](C)NC(=O)C1=NC=CC(=C1O)OC)=O)C (2S)-2-[(3-hydroxy-4-methoxy-pyridine-2-carbonyl)amino]propionic acid [2-(5-chloro-2-thienyl)-1-methyl-propyl] ester